ClCCNC(=O)NC1=CC=CC2=C1N(C=N2)COCC[Si](C)(C)C 1-(2-chloroethyl)-3-(1-((2-(trimethylsilyl)ethoxy)methyl)-1H-benzo[d]imidazol-7-yl)urea